(S)-quinuclidin-3-yl((R)-5-(4-isopropylphenyl)-2,2,6-trimethyl-2,3-dihydro-1H-inden-1-yl)carbamate N12C[C@H](C(CC1)CC2)OC(N[C@@H]2C(CC1=CC(=C(C=C21)C)C2=CC=C(C=C2)C(C)C)(C)C)=O